ClC=1C=C(C=2N(N1)C(=CN2)F)N2CC1(CC1)C(C2)(F)F 6-chloro-8-(7,7-difluoro-5-azaspiro[2.4]heptan-5-yl)-3-fluoroimidazo[1,2-b]pyridazine